C(CCC)N1C(N(C(C(C1=O)=C(N)N)=O)[C@@H]1CC[C@H](CC1)C(C)(C)O)=O Butyl-5-(diaminomethylene)-3-((trans)-4-(2-hydroxypropan-2-yl)cyclohexyl)pyrimidine-2,4,6(1H,3H,5H)-trione